diphenyl isooctyl-phosphite (diphenyl-isooctyl-phosphite) C1(=CC=CC=C1)C(CCCCC(C)C)(P(O)(O)O)C1=CC=CC=C1.C(CCCCC(C)C)P(OC1=CC=CC=C1)(OC1=CC=CC=C1)O